(R)-3-(2-chloro-4-(3-methylmorpholino)thieno[3,2-d]pyrimidin-7-yl)-2,5-dihydro-1H-Pyrrole-1-carboxylate ClC=1N=C(C2=C(N1)C(=CS2)C=2CN(CC2)C(=O)[O-])N2[C@@H](COCC2)C